tert-butyl-4-(3-chlorobenzyl)-3,4-dihydroquinoxaline C(C)(C)(C)C1=NC2=CC=CC=C2N(C1)CC1=CC(=CC=C1)Cl